ClC=1N(C(N(C1)CCCC)C)C chloro(1-butyl-2,3-dimethylimidazole)